OC([C@H](C)N(C(CCCCCCCCC)=O)C)C1=CC=CC=C1 N-((7S,2S)-1-hydroxy-1-phenylpropan-2-yl)-N-methyldecanamide